BrC=1C=C(C(=C(C1)C)CBr)C 5-bromo-2-(bromomethyl)-1,3-dimethylbenzene